1-(cyclobutylmethyl)-N-((1r,4r)-4-(3,3-difluoroazetidin-1-yl)cyclohexyl)-3-methyl-1H-thieno[2,3-c]pyrazole-5-carboxamide C1(CCC1)CN1N=C(C2=C1SC(=C2)C(=O)NC2CCC(CC2)N2CC(C2)(F)F)C